Trifluoroacetic acid {4-oxo-1-[2-(propan-2-yloxy)ethyl]-2-sulfanylidene-1H,2H,3H,4H,5H-pyrrolo[3,2-d]pyrimidin-5-yl}methyl-5-[(2S)-2-amino-3-methylbutanamido]pentanoate O=C1C2=C(N(C(N1)=S)CCOC(C)C)C=CN2COC(CCCCNC([C@H](C(C)C)N)=O)=O.FC(C(=O)O)(F)F